ClC1=CC=C(C=C1)C(C)(C)N1C[C@@](CC1)([C@H]1OCC1(C)C)CCC1=NC=C(C=C1)S(=O)(=O)C |o1:15| 2-(2-((R)-1-(2-(4-chlorophenyl)propan-2-yl)-3-((R or S)-3,3-dimethyloxetan-2-yl)pyrrolidin-3-yl)ethyl)-5-(methylsulfonyl)pyridine